tert-butyl ((1s,4s)-4-(chlorosulfonyl)cyclohexyl)carbamate ClS(=O)(=O)C1CCC(CC1)NC(OC(C)(C)C)=O